BrC1=C(C(=CC2=C1C[C@](O2)(C2=CC=CC=C2)C2N(CC(C2)O)C(=O)OC(C)(C)C)F)Cl Tert-butyl 2-((S)-4-bromo-5-chloro-6-fluoro-2-phenyl-2,3-dihydrobenzofuran-2-yl)-4-hydroxypyrrolidine-1-carboxylate